ClC=1C(=NC=C(C1)C(F)(F)F)C1=NOC(=N1)C(=O)NCC1=C(C=C(C=C1)F)F 3-(3-chloro-5-(trifluoromethyl)pyridin-2-yl)-N-(2,4-difluorobenzyl)-1,2,4-oxadiazole-5-carboxamide